C(#N)CC(=O)N(C)C(CCC)C1=CC=C(C=C1)CCCN1CCC(CC1)C1=CC=2C(=NC=C(C2C2=C(C=CC(=C2)F)OC)F)N1 cyano-N-(1-(4-(3-(4-(5-fluoro-4-(5-fluoro-2-methoxyphenyl)-1H-pyrrolo[2,3-b]pyridin-2-yl)piperidin-1-yl)propyl)phenyl)butyl)-N-methylacetamide